ClC1=C(C(=CC=C1)C)NC(=O)N1C(C2=NN(C=C2C1)C(=O)[O-])(C)C 5-((2-chloro-6-methylphenyl) carbamoyl)-6,6-dimethyl-5,6-dihydropyrrolo[3,4-c]pyrazole-2(4H)-carboxylate